C(C)(C)C=1C=C(C=2C3=C(C(NC13)=C=O)C=CC2)N2N=CC(=C2C(F)(F)F)C(=O)OCC Ethyl 1-(8-isopropyl-2-carbonyl-1,2-dihydrobenzo[cd]indol-6-yl)-5-(trifluoromethyl)-1H-pyrazole-4-Carboxylate